C(CCCCCCC)P(CCCCCCCC)CCCCCCCC.[Gd] gadolinium trioctylphosphine